(E)-3-((3-iodo-4-methoxy-1H-indazol-6-yl)methylene)-5-methoxyindol-2-one IC1=NNC2=CC(=CC(=C12)OC)\C=C/1\C(NC2=CC=C(C=C12)OC)=O